C(C)(=O)N[C@@](C(C(C)C)([2H])[2H])(C(=O)O)[2H] Acetyl-L-leucine-2,3,3-d3